[Cl-].C(N)(=O)C[N+]1=CC=CC=C1 1-(carbamoylmethyl)-pyridinium chloride